(1,1,1-trifluoropropan-2-yl)pyrrolidin-3-yl 2-(3,5-dichlorophenyl)benzo[d]oxazole-6-carboxylate ClC=1C=C(C=C(C1)Cl)C=1OC2=C(N1)C=CC(=C2)C(=O)OC2CN(CC2)C(C(F)(F)F)C